FC=1C(=C(C=CC1F)[C@H]1[C@@H](S[C@](C1)(C(F)(F)F)C)C(=O)NC1=CC(=CC=C1)[Si](O)(O)O)OC (2R,3S,5R)-3-(3,4-difluoro-2-methoxyphenyl)-5-methyl-5-(trifluoromethyl)-N-(3-(trihydroxysilyl)phenyl)tetrahydrothiophene-2-carboxamide